C(C)(C)(C)N(C(O)=O)C1CN(C1)S(N)(=O)=O.FC1=NC=CC(=C1)C(C(=O)N)=C 2-(2-fluoropyridin-4-yl)acrylamide tert-butyl-(1-sulfamoylazetidin-3-yl)carbamate